4-(2-Bromoacetyl)benzoic acid BrCC(=O)C1=CC=C(C(=O)O)C=C1